5-chloro-N-[(furan-2-yl)methyl]-3-methoxythieno[3,2-b]pyridin-7-amine hydrochloride Cl.ClC1=CC(=C2C(=N1)C(=CS2)OC)NCC=2OC=CC2